2-(difluoromethyl)-4-(5-fluoro-4-hydroxy-3-((trifluoromethyl)sulfonyl)-4,5,6,7-tetrahydro-1H-indole-1-yl)benzonitrile FC(C1=C(C#N)C=CC(=C1)N1C=C(C=2C(C(CCC12)F)O)S(=O)(=O)C(F)(F)F)F